FC1=CC=C(C=C1)C(C)N=C=O 1-(4-fluorophenyl)ethyl isocyanate